1,3-dimethyl-5-[5-methyl-sulfonyl-2-(oxolan-3-yloxy)phenyl]pyridin-2-one CN1C(C(=CC(=C1)C1=C(C=CC(=C1)S(=O)(=O)C)OC1COCC1)C)=O